1,3,5-tribromo-2-(2,3-dibromo-2-methylpropoxy)benzene BrC1=C(C(=CC(=C1)Br)Br)OCC(CBr)(C)Br